7-(4-(dimethylamino)but-1-yn-1-yl)-6-methoxy-2-(piperidine-1-yl)-N-(pyridin-4-ylmethyl)quinazolin-4-amine CN(CCC#CC1=C(C=C2C(=NC(=NC2=C1)N1CCCCC1)NCC1=CC=NC=C1)OC)C